N(=[N+]=[N-])C[C@@H]([C@H]([C@@H](CO)NC(OC(C)(C)C)=O)O[Si](C)(C)C(C)(C)C)C tert-Butyl [(1R,2R,3S)-4-azido-2-{[tert-butyl(dimethyl)silyl]oxy}-1-(hydroxymethyl)-3-methylbutyl]carbamate